6-chloro-N4-[1-[1-(difluoromethyl)pyrazol-3-yl]-1-methyl-ethyl]-1,3,5-triazine-2,4-diamine ClC1=NC(=NC(=N1)N)NC(C)(C)C1=NN(C=C1)C(F)F